6-Chloro-3-((1-(3,6-dimethyl-4-oxo-2-(4-(pyridin-4-yl)piperazin-1-yl)-3,4-dihydro-quinazolin-8-yl)ethyl)amino)picolinic acid ClC1=CC=C(C(=N1)C(=O)O)NC(C)C=1C=C(C=C2C(N(C(=NC12)N1CCN(CC1)C1=CC=NC=C1)C)=O)C